BrC1CS(=O)(=O)CC1Br 3,4-dibromosulfolane